((1R,5S,6s)-6-((4-(2-aminopropan-2-yl)-6-(4-fluorophenyl)pyridin-2-yl)oxy)-3-azabicyclo[3.1.0]hexan-3-yl)(4-methyl-2-(oxazol-2-yl)thiazol-5-yl)methanone NC(C)(C)C1=CC(=NC(=C1)C1=CC=C(C=C1)F)OC1[C@@H]2CN(C[C@H]12)C(=O)C1=C(N=C(S1)C=1OC=CN1)C